naphthalenedicarboxylic acid dipotassium salt [K+].[K+].C=1(C(=CC=C2C=CC=CC12)C(=O)[O-])C(=O)[O-]